C(C)(=O)N1CCC(CC1)C=1C=C(C=CC1)C1N(CC(CC1)C)C(C(=O)NC=1C=NC=C(C1)C)=O 2-(2-(3-(1-acetylpiperidin-4-yl)phenyl)-5-methylpiperidin-1-yl)-N-(5-methylpyridin-3-yl)-2-oxoacetamide